(((2-oxo-1-phenylpyrrolidin-3-yl)methyl)amino)benzoic acid methyl ester COC(C1=C(C=CC=C1)NCC1C(N(CC1)C1=CC=CC=C1)=O)=O